COC=1C=C2C(=NC=NC2=CC1OC)OC1=CC(=C(C(=C1)F)C(C(=O)NC1=CC=C(C=C1)C(=O)N1CCOCC1)=O)F (4-((6,7-dimethoxyquinazolin-4-yl)oxy)-2,6-difluorophenyl)-N-(4-(morpholine-4-carbonyl)phenyl)-2-oxoacetamide